COC(C1=C(C=C(C=C1\C=C\C1=C(C=CC=C1)O)OC)O)=O (E)-2-hydroxy-4-methoxy-6-(2-hydroxystyryl)benzoic acid methyl ester